FC1=C(C(=O)N2C[C@@H](CC2)NC(OCC2=CC=CC=C2)=O)C=C(C=C1)C=O (R)-benzyl (1-(2-fluoro-5-formylbenzoyl)pyrrolidin-3-yl)carbamate